C(C=1C(O)=CC=CC1)(=O)OC(C=1C(O)=CC=CC1)=O Salicylic Anhydride